N-Methyl-4-((4-(3-((2-((1S)-1-((tetrahydro-2H-pyran-2-yl)oxy)ethyl)-1H-imidazol-1-yl)methyl)isoxazol-5-yl)phenyl)ethynyl)benzamide CNC(C1=CC=C(C=C1)C#CC1=CC=C(C=C1)C1=CC(=NO1)CN1C(=NC=C1)[C@H](C)OC1OCCCC1)=O